N-(3,5-difluoro-4-((6-methoxy-7-(2-(methylamino)ethoxy)quinolin-4-yl)oxy)phenyl)-4-(2,2-difluoroethoxy)pyridine-3-carboxamide FC=1C=C(C=C(C1OC1=CC=NC2=CC(=C(C=C12)OC)OCCNC)F)NC(=O)C=1C=NC=CC1OCC(F)F